CN1CCC(CC1)C=1SC=C(N1)NC1=NC=C(C(=N1)NCCCN1CCOCCC1=O)C(F)(F)F 4-(3-((2-((2-(1-methylpiperidin-4-yl)thiazol-4-yl)amino)-5-(trifluoromethyl)pyrimidin-4-yl)amino)propyl)-1,4-oxazepan-5-one